ClC1=C(C=CC(=C1)C(=O)OC)C1=CC(=CC=C1)C=1N(C2=CC=C(C=C2C1C1=C(C=CC=C1)C1(CNC1)F)F)S(=O)(=O)C1=CC=C(C=C1)C(F)F Methyl 2-chloro-3'-(1-((4-(difluoromethyl)phenyl)sulfonyl)-5-fluoro-3-(2-(3-fluoroazetidine-3-yl)phenyl)-1H-indol-2-yl)-[1,1'-biphenyl]-4-carboxylate